4-benzyl-3,4-dihydro-2H-benzo[b][1,4]thiazine-6-carboxylic acid methyl ester COC(=O)C1=CC2=C(SCCN2CC2=CC=CC=C2)C=C1